CN(C1=NN2C(N(C(=C(C2=O)N2CCNCC2)CC)CC(=O)NC=2C=3CCC3C(=CC2)C(F)(F)F)=N1)C 2-[2-(dimethylamino)-5-ethyl-7-oxo-6-(piperazin-1-yl)-[1,2,4]triazolo[1,5-a]pyrimidin-4-yl]-N-[5-(trifluoromethyl)bicyclo[4.2.0]octa-1(6),2,4-trien-2-yl]acetamide